tert-butyl (3S)-3-({8-carbamoyl-6-[1-(propan-2-yl)-1H-pyrazol-4-yl]pyrido[3,2-d]pyrimidin-4-yl}amino)piperidine-1-carboxylate C(N)(=O)C1=CC(=NC2=C1N=CN=C2N[C@@H]2CN(CCC2)C(=O)OC(C)(C)C)C=2C=NN(C2)C(C)C